(5S)-1-methyl-5-(6-{[5-methyl-3-(6-methylpyridin-3-yl)-1,2-oxazol-4-yl]methoxy}-1,2,3,4-tetrahydro-2,7-naphthyridine-2-carbonyl)pyrrolidin-2-one CN1C(CC[C@H]1C(=O)N1CC2=CN=C(C=C2CC1)OCC=1C(=NOC1C)C=1C=NC(=CC1)C)=O